(4-Ethynyl-3,6-dihydropyridin-1(2H)-yl)(1-hydroxycyclopropyl)methanone C(#C)C=1CCN(CC1)C(=O)C1(CC1)O